C(CCCC(=O)O)(=O)O.C1(CCC(N1)=O)=O.C1(CCC(N1)=O)=O.C1(CCC(N1)=O)=O.C1(CCC(N1)=O)=O tetrasuccinimide glutarate